CN1N=CC2=CC(=C(C=C12)O)C=1N=NC(=CC1)N(C1CC(NC(C1)(C)C)(C)C)C 1-methyl-5-(6-(methyl(2,2,6,6-tetramethylpiperidin-4-yl)amino)pyridazin-3-yl)-1H-indazol-6-ol